((2R,5R)-2-ethynyl-5-(9H-purin-9-yl)-2,5-dihydrofuran-2-yl)methanol C(#C)[C@@]1(O[C@H](C=C1)N1C2=NC=NC=C2N=C1)CO